4-chloro-5-[[(3S)-3-fluorotetrahydropyran-3-yl]methylamino]-2-[4-[5-(trifluoromethoxy)pyrazin-2-yl]oxycyclohexyl]pyridazin-3-one ClC=1C(N(N=CC1NC[C@@]1(COCCC1)F)C1CCC(CC1)OC1=NC=C(N=C1)OC(F)(F)F)=O